C1(CC1)(C1CC1)C(=O)N1CCC(CC1)(O)CN1C=NC2=C(C1=O)C=C(N2C2=CC=C(C=C2)[C@@H]2NCC(OC2)(C)C)Cl (S)-3-((1-([1,1'-Bi(cyclopropane)]-1-carbonyl)-4-hydroxypiperidin-4-yl)methyl)-6-chloro-7-(4-(6,6-dimethylmorpholin-3-yl)phenyl)-3,7-dihydro-4H-pyrrolo[2,3-d]pyrimidin-4-one